(5-amino-6-chloro-4-methoxypyridin-2-yl)boronic acid NC=1C(=CC(=NC1Cl)B(O)O)OC